(methoxymethyl)ethane-1-sulfonamide COCC(C)S(=O)(=O)N